FC1(CC(C1)OC1=CN=CC(=N1)NC=1C(=NOC1C1=CC=C(C(=N1)C)NC(=O)C1C(CCCC1)C(=O)O)C)F 2-((6-(4-((6-(3,3-difluorocyclobutoxy)pyrazin-2-yl)amino)-3-methylisoxazol-5-yl)-2-methylpyridin-3-yl)carbamoyl)cyclohexane-1-carboxylic acid